(3-methyl-thiophenol) phosphite P(O)(O)O.CC=1C=C(C=CC1)S